3,10-dibromo-1-dodecyl-1H-phenanthrene BrC=1CC(C=2C(=CC3=CC=CC=C3C2C1)Br)CCCCCCCCCCCC